N1-((trans)-2-(4-cyclopropylphenyl)cyclopropyl)cyclohexane-1,4-diamine C1(CC1)C1=CC=C(C=C1)[C@H]1[C@@H](C1)NC1CCC(CC1)N